N,N-dimethyl-4-(4-(((4-(4-morpholino-7H-pyrrolo[2,3-d]pyrimidin-6-yl)phenyl)amino)methyl)piperidin-1-yl)but-2-ynamide CN(C(C#CCN1CCC(CC1)CNC1=CC=C(C=C1)C1=CC2=C(N=CN=C2N2CCOCC2)N1)=O)C